tert-butyl((6-(5-methoxy-1H-benzo[d][1,2,3]triazol-1-yl)-3,4-dihydroisoquinoline-2(1H)-yl)sulfamoyl)carbamate C(C)(C)(C)OC(NS(NN1CC2=CC=C(C=C2CC1)N1N=NC2=C1C=CC(=C2)OC)(=O)=O)=O